OCCNC(=O)C=1N=C(C2=CC=CC=C2C1)N1CCCC2=CC(=C(C=C12)C(F)F)C=1C=NN(C1)C 1-[7-difluoromethyl-6-(1-methyl-1H-pyrazol-4-yl)-3,4-dihydro-2H-quinolin-1-yl]-isoquinoline-3-carboxylic acid (2-hydroxyethyl)-amide